Cl.FC1(CC2(CC1)CC(NCC2)C2=CC=C(C(=O)OC)C=C2)F (±)-methyl 4-(2,2-difluoro-8-azaspiro[4.5]decan-7-yl)benzoate hydrochloride